bis(1-naphthyl)(4-hydroxyphenyl)phosphine oxide C1(=CC=CC2=CC=CC=C12)P(C1=CC=C(C=C1)O)(C1=CC=CC2=CC=CC=C12)=O